2-(2-hydroxy-3-tert-butyl-5-methylphenyl)-2H-benzotriazole-5-sulfonic acid OC1=C(C=C(C=C1C(C)(C)C)C)N1N=C2C(=N1)C=CC(=C2)S(=O)(=O)O